N-({5-[5-(difluoromethyl)-1,3,4-oxadiazol-2-yl]-1,3-thiazol-2-yl}methyl)-N-(5-ethoxypyridin-3-yl)ethane-1-sulfonamide FC(C1=NN=C(O1)C1=CN=C(S1)CN(S(=O)(=O)CC)C=1C=NC=C(C1)OCC)F